5-{2-acetamido-3-methylimidazo[1,2-b]pyridazin-6-yl}-2-methoxy-N-{[2-(trifluoromethoxy)phenyl]methyl}pyridine-3-carboxamide C(C)(=O)NC=1N=C2N(N=C(C=C2)C=2C=C(C(=NC2)OC)C(=O)NCC2=C(C=CC=C2)OC(F)(F)F)C1C